tert-butyl 3-iodo-5-phenyl-1H-indole-1-carboxylate IC1=CN(C2=CC=C(C=C12)C1=CC=CC=C1)C(=O)OC(C)(C)C